(R)-3-(trifluoromethyl)-6,7,7a,8,10,11-hexahydro-9H-pyrazino[1,2-d]pyrido[3,2-b][1,4]thiazepin FC(C1=CC=2SCC[C@H]3N(C2N=C1)CCNC3)(F)F